5-amino-6-(5-methyl-1H-indazol-4-yl)-2-((3-(pyrimidin-4-yl)pyridin-2-yl)amino)pyrimidine-4-carboxamide NC=1C(=NC(=NC1C1=C2C=NNC2=CC=C1C)NC1=NC=CC=C1C1=NC=NC=C1)C(=O)N